methyl (S)-2-((4-((6-((4-chloro-2-fluorophenoxy) methyl) pyridin-2-yl) oxy) piperidin-1-yl) methyl)-1-(oxetan-2-ylmethyl)-1H-benzo[d]imidazole-6-carboxylate ClC1=CC(=C(OCC2=CC=CC(=N2)OC2CCN(CC2)CC2=NC3=C(N2C[C@H]2OCC2)C=C(C=C3)C(=O)OC)C=C1)F